Tert-butyl 2-((6-azaspiro[3.4]octan-6-yl)methyl)-6-((4-(6-(methylthio)-1-(tetrahydro-2H-pyran-2-yl)-1H-indazol-4-yl)-1H-1,2,3-triazol-1-yl)methyl)-1H-indole-1-carboxylate C1CCC12CN(CC2)CC=2N(C1=CC(=CC=C1C2)CN2N=NC(=C2)C2=C1C=NN(C1=CC(=C2)SC)C2OCCCC2)C(=O)OC(C)(C)C